6-chloro-5-hydroxy-2-methyl-4-(2-methyl-1-naphthalenyl)-3(2H)-pyridazinone morpholine salt N1CCOCC1.ClC=1C(=C(C(N(N1)C)=O)C1=C(C=CC2=CC=CC=C12)C)O